CN1C(C2=C(C(=C1)C1=C(C=CC(=C1)S(=O)(=O)C)OCC(C)C)C=CN2)=O 6-methyl-4-[2-(2-methylpropoxy)-5-(methylsulfonyl)phenyl]-1,6-dihydro-7H-pyrrolo[2,3-c]pyridin-7-one